CC(C(=O)OC(C)OC(=O)C=1C=C(C=CC1O)NC(=O)C=1C(=C(C(=O)NC=2C=CC(=C(C(=O)O)C2)O)C=C(C1)O)O)(C)C 5-[[3-[[3-[1-(2,2-Dimethylpropanoyloxy)ethoxycarbonyl]-4-hydroxy-phenyl]carbamoyl]-2,5-dihydroxy-benzoyl]amino]-2-hydroxy-benzoic acid